tert-Butyl 3-(azetidin-1-yl)-4-hydroxypyrrolidine-1-carboxylate N1(CCC1)C1CN(CC1O)C(=O)OC(C)(C)C